tert-Butyl (S)-3-((3-amino-5-(trifluoromethyl)pyridin-2-yl)amino)pyrrolidine-1-carboxylate NC=1C(=NC=C(C1)C(F)(F)F)N[C@@H]1CN(CC1)C(=O)OC(C)(C)C